1,1,1,5,5,5-hexafluoro-2,4-pentane-dione FC(C(CC(C(F)(F)F)=O)=O)(F)F